dioctyltin monocaprylate maleate C(\C=C/C(=O)[O-])(=O)[O-].C(CCCCCCC)(=O)[O-].C(CCCCCCC)[Sn+3]CCCCCCCC